C(C=C)(=O)N1C[C@H](CC1)C1=CN(C=2C(=NNC(C21)=O)N)C2=CC=C(C=C2)OC2=CC=C(C=C2)F (R)-3-(1-Acryloylpyrrolidin-3-yl)-7-amino-1-(4-(4-fluorophenoxy)phenyl)-1,5-dihydro-4H-pyrrolo[2,3-d]pyridazin-4-on